BrC1=C(C(=CC2=CC=C(C=C12)Br)NS(=O)(=O)C1=CC=C(C=C1)C)C(=O)C1=C(C=CC(=C1)F)Cl N-{4,6-dibromo-3-[(2-chloro-5-fluorophenyl)carbonyl]-2-naphthyl}-4-methylbenzenesulfonamide